C(CCC(=O)[O-])(=O)OC1CCCC1 Cyclopentyl Succinate